CN1C=2C=CC(=NC2C(=CC1=O)N1CCC(CC1)OC1=NC2=CC=CC=C2N=C1)C#N 5-methyl-6-oxo-8-(4-(quinoxalin-2-yloxy)piperidin-1-yl)-5,6-dihydro-1,5-naphthyridine-2-carbonitrile